2-methyl-4-methoxy-5-(2-hydroxyEthylamino)phenol CC1=C(C=C(C(=C1)OC)NCCO)O